COC(=O)C1CC=C(CC1)C=1C=C2C(=NC(=NC2=CC1OCCOC)C)O 4-(4-Hydroxy-7-(2-methoxyethoxy)-2-methylquinazolin-6-yl)cyclohex-3-ene-1-carboxylic acid methyl ester